4,4'-[1-{4-[1-(4-Hydroxy-3-methylphenyl)-1-methylethyl]phenyl}ethylene]bis(2-methylphenol) OC1=C(C=C(C=C1)C(C)(C)C1=CC=C(C=C1)C(CC1=CC(=C(C=C1)O)C)C1=CC(=C(C=C1)O)C)C